tert-butyl (R)-3-(4-[bis[(4-methoxyphenyl)methyl]-amino]-2-oxo-1H,2H,3H-imidazo[4,5-c]pyridin-1-yl)piperidine-1-carboxylate COC1=CC=C(C=C1)CN(C1=NC=CC2=C1NC(N2[C@H]2CN(CCC2)C(=O)OC(C)(C)C)=O)CC2=CC=C(C=C2)OC